C(C)(C)C1=CC=C(C=C1)N(C1=CC=C(OC=2N=C(C3=C(N2)C=NC=C3)O)C=C1)C1CCN(CC1)C 2-(4-((4-isopropylphenyl)(1-methylpiperidin-4-yl)amino)phenoxy)pyrido[3,4-d]pyrimidin-4-ol